C1(CC1)C=1C=C(C=2N(C1)C=C(N2)CNC2=CC(=C(C=C2)S(=O)(=O)C)[N+](=O)[O-])N2C(N(C(C2)=O)C)=O 1-(6-cyclopropyl-2-(((4-(methylsulfonyl)-3-nitrophenyl)amino)methyl)imidazo[1,2-a]pyridin-8-yl)-3-methylimidazolidine-2,4-dione